N-(2-(cyclohex-1-en-1-yl)ethyl)-N-phenyl-4-(trifluoromethyl)benzenesulfonamide C1(=CCCCC1)CCN(S(=O)(=O)C1=CC=C(C=C1)C(F)(F)F)C1=CC=CC=C1